6-bromo-7-fluoro-[1,2,4]triazolo[1,5-a]pyridin-2-amine BrC=1C(=CC=2N(C1)N=C(N2)N)F